4-((3-isopropyl-1-toluenesulfonyl-1H-pyrrolo[3,2-b]pyridin-5-yl)methyl)-3,5-dimethylbenzonitrile C(C)(C)C1=CN(C=2C1=NC(=CC2)CC2=C(C=C(C#N)C=C2C)C)S(=O)(=O)CC2=CC=CC=C2